C(#N)C1=CC(=NC=C1)N1N=C(C=2C[C@@H]3[C@H](C12)C3)C(=O)NC(COP(O)(O)=O)(C)C Phosphoric Acid mono-(2-{[(1aR,5aR)-2-(4-Cyano-pyridin-2-yl)-1a,2,5,5a-tetrahydro-1H-2,3-diaza-cyclopropa[a]pentalene-4-carbonyl]-amino}-2-methyl-propyl) Ester